C(C)(C)[C@H]1COC2=C(C=3N1C=C(C(C3)=O)C(=O)O)C=CC(=C2)OC (S)-7-isopropyl-3-methoxy-11-oxo-6,7-dihydro-11H-benzo[f]pyrido[1,2-d][1,4]oxazepine-10-carboxylic acid